(1S,3aR,6aS)-N-methyl-N-(m-tolyl)octahydrocyclopenta[c]pyrrole-1-carboxamide CN(C(=O)[C@H]1NC[C@H]2[C@@H]1CCC2)C=2C=C(C=CC2)C